CC1N(S(C=2N(C1C(=O)[O-])C(C(=C(C2C2=CC(=CC=C2)C(F)(F)F)CC2=CC=CC1=CC=CC=C21)NCC2=CC=CC=C2)=O)(=O)=O)CCCC Methyl-7-(benzylamino)-2-butyl-8-(naphthalen-1-ylmethyl)-6-oxo-9-(3-(trifluoromethyl) phenyl)-3,4-dihydro-2H,6H-pyrido[1,2-e][1,2,5]thiadiazine-4-carboxylate 1,1-dioxide